FCCCN 3-fluoropropan-1-amine